C(C)N1N=CC=C1C1=NC=CC=C1COC1=CN=C(C=C1C=O)OC 5-((2-(1-ethyl-1H-pyrazol-5-yl)pyridin-3-yl)methoxy)-2-methoxyisonicotinaldehyde